6-(2-aminoethylamino)-8,10-difluoro-12H-thiochromeno[2,3-c]quinolin-12-one NCCNC1=NC2=CC=CC=C2C2=C1SC=1C(=CC(=CC1C2=O)F)F